[Si](C1=CC=CC=C1)(C1=CC=CC=C1)(C(C)(C)C)OC[C@H]1C[C@@H]([C@H]2[C@@H]1OC(O2)(C)C)O (3aS,4S,6R,6aR)-6-(((tert-butyldiphenylsilyl)oxy)methyl)-2,2-dimethyltetrahydro-3aH-cyclopenta[d][1,3]dioxol-4-ol